(3R,4R)-4-{[5-(2,4-Difluoro-phenyl)-isoxazole-3-carbonyl]-amino}-1-((1R,2S)-2-hydroxy-cyclohexyl)-piperidine-3-carboxylic acid ((1R)-1-pyridin-2-yl-ethyl)-amide N1=C(C=CC=C1)[C@@H](C)NC(=O)[C@@H]1CN(CC[C@H]1NC(=O)C1=NOC(=C1)C1=C(C=C(C=C1)F)F)[C@H]1[C@H](CCCC1)O